ClC=1C(=C(C(=CC1N1C[C@]2(CC[C@H]2N2CCCC2)CC1)F)S(=O)(=O)NC1=NC(=CC=C1)F)F 3-chloro-2,6-difluoro-N-(6-fluoropyridin-2-yl)-4-((1R,4S)-1-(pyrrolidin-1-yl)-6-azaspiro[3.4]octan-6-yl)benzenesulfonamide